C(=O)O.C(C)N(CCCOC=1C(=CC=2C3=C(C(=NC2C1)NC(C)C)CCC3)OC)CC 7-[3-(diethylamino)propoxy]-8-methoxy-N-(propan-2-yl)-1H,2H,3H-cyclopenta[c]quinolin-4-amine formate